3-Amino-1-(4-methoxybenzyl)-5-(5-methylpyridazin-4-yl)-1H-pyrazole NC1=NN(C(=C1)C1=CN=NC=C1C)CC1=CC=C(C=C1)OC